N#CC#N.N#CC#N.N#CC#N.C(C)N1C=[N+](C=C1)C 1-ethyl-3-methylimidazolium tricyanogen salt